3-(4-(3-fluorophenyl)-4H-1,2,4-triazol-3-yl)-2-(6-methyl-4-(trifluoromethyl)pyridin-2-yl)hexahydrocyclopenta[c]pyrrol-1(2H)-one FC=1C=C(C=CC1)N1C(=NN=C1)C1C2C(C(N1C1=NC(=CC(=C1)C(F)(F)F)C)=O)CCC2